N3,N3'-(5-Amino-3-iminopyridin-2,6(1H,3H)-diyliden)bis{N2-[3-(piperidin-1-yl)propyl]pyrazolo[1,5-a]pyridin-2,3-diamin} NC1=CC(C(NC1=NC=1C(=NN2C1C=CC=C2)NCCCN2CCCCC2)=NC=2C(=NN1C2C=CC=C1)NCCCN1CCCCC1)=N